CC=1C(=NC=C(C1)C(F)(F)F)N1CCN(CC1)C=O (4-(3-methyl-5-(trifluoromethyl)pyridin-2-yl)piperazin-1-yl)methanone